ClC1=C(C(=O)NC2(CC2)C#C)C=C(C=C1)NC(=O)[C@@H]1C([C@H]1C1=CC(=CC(=C1)Cl)Cl)(Cl)Cl 2-chloro-5-((1R,3R)-2,2-dichloro-3-(3,5-dichlorophenyl)cyclopropane-1-carboxamido)-N-(1-ethynylcyclopropyl)benzamide